6-trifluoromethyl-fluoro-1-methylquinoxalin-2(1H)-one FC(C=1C=C2N=C(C(N(C2=CC1)C)=O)F)(F)F